N-[(2,4-di-methoxyphenyl)methyl]-7-ethenyl-3-(trifluoromethyl)quinolin-2-amine COC1=C(C=CC(=C1)OC)CNC1=NC2=CC(=CC=C2C=C1C(F)(F)F)C=C